dimethyldiaminodicyclohexyl-methane CC1(CCC(CC1)C(C1CCCCC1)(N)N)C